C1(CCCCC1)CNC(=O)C1N(CCN(C1)C1=CC(=C(C=C1)F)F)C(=O)C1=CC(NC2=CC=CC=C12)=O N-(cyclohexylmethyl)-4-(3,4-difluorophenyl)-1-(2-oxo-1,2-dihydroquinoline-4-carbonyl)piperazine-2-Carboxamide